4-[4-[5-(cyclopropylmethoxymethyl)-2-furyl]-2,6-difluoro-N-methyl-anilino]butanoic acid C1(CC1)COCC1=CC=C(O1)C1=CC(=C(N(C)CCCC(=O)O)C(=C1)F)F